FC(C(=O)O)(F)F.FC(C(=O)O)(F)F.C1NCC12CCN(CC2)C=2N=NC1=CC(=CC(=C1C2)F)C=2C=C(C=1N(N2)C=C(N1)C)C 3-(2,7-Diazaspiro[3.5]non-7-yl)-7-(2,8-dimethylimidazo[1,2-b]pyridazin-6-yl)-5-fluorocinnoline ditrifluoroacetate salt